FC([C@]12CCN(C[C@@H]2C1)C1=C(C(=O)NC2=NC(=NC(=C2)C)N2CCC(CC2)(F)F)C(=CC(=C1)NS(=O)(=O)CCO)F)F 2-((1R,6S)-6-(difluoromethyl)-3-azabicyclo[4.1.0]heptan-3-yl)-N-(2-(4,4-difluoropiperidin-1-yl)-6-methylpyrimidin-4-yl)-6-fluoro-4-((2-hydroxyethyl)sulfonamido)benzamide